C1=CC=C2C=CC=CC=C12 azulene